1,2-octanedione-1-[4-(phenyl-thio)phenyl]-2-(O-benzoyl oxime) C1(=CC=CC=C1)SC1=CC=C(C=C1)C1(C(=O)ON=CC(CCCCCC)=O)CC=CC=C1